CN(C1=CC=C(CC2=C(C=O)C=CC(=C2)OC)C=C1)C 4-(dimethylamino)benzyl-p-anisaldehyde